(s)-3-[4-(4-morpholin-4-ylmethyl-benzyloxy)-1-oxo-1,3-dihydro-isoindol-2-yl]-piperidine-2,6-dione N1(CCOCC1)CC1=CC=C(COC2=C3CN(C(C3=CC=C2)=O)[C@@H]2C(NC(CC2)=O)=O)C=C1